1-(6-(trifluoromethyl)pyridin-2-yl)piperidine-4-carbaldehyde FC(C1=CC=CC(=N1)N1CCC(CC1)C=O)(F)F